NC1=NC(=C(C=C1C=1C=C2CCNC(C2=C(C1)F)=O)C1=CC=C(C=C1)N1CCN(CC1)[C@@H](C)C1CC1)F (S)-6-(2-amino-5-(4-(4-(1-cyclopropylethyl)piperazin-1-yl)phenyl)-6-fluoropyridin-3-yl)-8-fluoro-3,4-dihydroisoquinolin-1(2H)-one